C(C)(C)(C)OC(=O)NC1(CCN(CC1)C=1C(=NC=C(N1)C)C(=O)OCC)C ethyl 3-(4-((tert-butoxycarbonyl) amino)-4-methylpiperidin-1-yl)-5-methylpyrazine-2-carboxylate